ON=C(N)C1=CC=C(C=C1)C(C)P(OCC)(=O)C ethyl (1-(4-(N'-hydroxycarbamimidoyl)phenyl)ethyl)(methyl)phosphinate